C([C@@H]([C@@H](CO)O)O)C(=O)[O-] erythro-pentonic acid